C(#N)C=1C2=C(N(N=C2C=C(C1)C=1C=NN(C1)CC(=O)N1CC(CC1)(F)F)C)C1=CC(=C(C(=O)NCC2(CC2)F)C(=C1)OC)OC(F)F 4-[4-cyano-6-[1-[2-(3,3-difluoropyrrolidin-1-yl)-2-oxoethyl]pyrazol-4-yl]-2-methylindazol-3-yl]-2-(difluoromethoxy)-N-[(1-fluorocyclopropyl)methyl]-6-methoxybenzamide